[Na+].[Na+].P([O-])(=O)(OP(=O)([O-])OP(=O)(O)O)OC[C@@H]1[C@H]([C@H]([C@@H](O1)N1C=NC=2C(=O)NC(N)=NC12)O)O guanosine triphosphate disodium salt